3-methoxy-4-methyl-aniline COC=1C=C(N)C=CC1C